2-(4-cyclopropyl-6-methoxy-pyrimidin-5-yl)-4-[[4-[1-methyl-4-(trifluoromethyl)imidazol-2-yl]phenyl]methoxy]-5-tetrahydrofuran-3-yl-pyrimidine C1(CC1)C1=NC=NC(=C1C1=NC=C(C(=N1)OCC1=CC=C(C=C1)C=1N(C=C(N1)C(F)(F)F)C)C1COCC1)OC